N-cyclobutyl-5-(2,6-dichloro-4-(3,5-dioxo-6-(trifluoromethyl)-2,5-dihydro-1,2,4-triazin-4(3H)-yl)phenoxy)-4-fluoro-2-methoxybenzamide C1(CCC1)NC(C1=C(C=C(C(=C1)OC1=C(C=C(C=C1Cl)N1C(NN=C(C1=O)C(F)(F)F)=O)Cl)F)OC)=O